C(#N)C(=C1OC(C(=C1C#N)C)(C1=CC=C(C=C1)F)C1=CC=C(C=C1)F)C#N 2-dicyanomethylene-3-cyano-4-methyl-5,5-bis(4-fluorophenyl)-2,5-dihydrofuran